COC(C1=C(C=C(C(=C1)N)NC)OC)=O 5-amino-2-methoxy-4-(methylamino)benzoic acid methyl ester